(9R,10S)-benzyl 9,10-bis((tert-butyldimethylsilyl)oxy)-3,8,11-trioxo-1-phenyl-2-oxa-4,7,12-triazapentadecan-15-oate [Si](C)(C)(C(C)(C)C)O[C@@H](C(NCCNC(OCC1=CC=CC=C1)=O)=O)[C@@H](C(NCCC(=O)OCC1=CC=CC=C1)=O)O[Si](C)(C)C(C)(C)C